(3S)-4-oxo-4-[(prop-2-en-1-yl)oxy]-3-(1,1,3-trioxo-6,6-diphenyl-1,3-dihydro-2H,6H-1λ6-[1,3]dioxolo[4,5-f][1,2]benzothiazol-2-yl)butanoic acid O=C([C@H](CC(=O)O)N1S(C2=C(C1=O)C=C1C(=C2)OC(O1)(C1=CC=CC=C1)C1=CC=CC=C1)(=O)=O)OCC=C